N3-(2,6-dimethylphenyl)-N6-(3-fluoro-4-(piperidin-4-yl)phenyl)-1-methyl-1H-pyrazolo[3,4-d]pyrimidine-3,6-diamine CC1=C(C(=CC=C1)C)NC1=NN(C2=NC(=NC=C21)NC2=CC(=C(C=C2)C2CCNCC2)F)C